C(C)N([S@@](=O)C(C)(C)C)[C@H](C)C1=NC=C(C(=C1)C1=CC=2N(C(=N1)SC)N=CN2)OC (S)-N-ethyl-N-((R)-1-(5-methoxy-4-(5-(methylthio)-[1,2,4]triazolo[1,5-c]pyrimidin-7-yl)pyridin-2-yl)ethyl)-2-methylpropane-2-sulfinamide